2-Chloro-N-[1-(3-chloro-4-methylphenyl)-1H-indazol-4-yl]-5-({[(1-hydroxycyclopropyl)carbonyl]amino}methyl)benzamide potassium sulfanilic acid salt S(=O)(C1=CC=C(C=C1)N)(=O)[O-].[K+].ClC1=C(C(=O)NC2=C3C=NN(C3=CC=C2)C2=CC(=C(C=C2)C)Cl)C=C(C=C1)CNC(=O)C1(CC1)O